C(C)(C)(C)OC(CO[C@@H]1[C@@]([C@H]2OC(OC[C@H]2OC1)(C)C)(C(=O)OC)N1N=NC(=C1)C1=CC(=C(C(=C1)F)F)F)=O Methyl (4aR,6R,7R,8R,8aR)-7-(2-(tert-butoxy)-2-oxoethoxy)-2,2-dimethyl-8-(4-(3,4,5-trifluorophenyl)-1H-1,2,3-triazol-1-yl)hexahydropyrano[3,2-d][1,3]dioxine-8-carboxylate